6-chloro-N-[(1R)-1-(2,4-dichlorophenyl)ethyl]pyrazolo[1,5-a]pyrazin-4-amine ClC=1N=C(C=2N(C1)N=CC2)N[C@H](C)C2=C(C=C(C=C2)Cl)Cl